FC=1C=C(C=C(C1[C@H]1N([C@@H](CC2=C3C(=CC=C12)NN=C3)C)CC(F)(F)F)F)NC3CN(C3)CCCF N-(3,5-difluoro-4-((6S,8R)-8-methyl-7-(2,2,2-trifluoroethyl)-6,7,8,9-tetrahydro-3H-pyrazolo[4,3-f]isoquinolin-6-yl)phenyl)-1-(3-fluoropropyl)azetidin-3-amine